methyl (2S,4R)-4-(cyclopropylsulfonyl)pyrrolidine-2-carboxylate hydrochloride Cl.C1(CC1)S(=O)(=O)[C@@H]1C[C@H](NC1)C(=O)OC